4-Bromo-N-[4-[(E)-3-(4-hydroxyphenyl)prop-2-enoyl]phenyl]benzenesulfonamide BrC1=CC=C(C=C1)S(=O)(=O)NC1=CC=C(C=C1)C(\C=C\C1=CC=C(C=C1)O)=O